COC[C@H]1N(CC(C1)C1=CC=C(C=C1)C(F)(F)F)C=1C=CC(=NC1)N 5-((2S)-2-(methoxymethyl)-4-(4-(trifluoromethyl)phenyl)pyrrolidin-1-yl)pyridin-2-amine